(6-(2-((trans-4-(methylamino)cyclohexyl)amino)pyrrolo[2,1-f][1,2,4]triazin-5-yl)imidazo[1,2-a]pyridin-3-yl)(pyrrolidin-1-yl)methanone CN[C@@H]1CC[C@H](CC1)NC1=NN2C(C=N1)=C(C=C2)C=2C=CC=1N(C2)C(=CN1)C(=O)N1CCCC1